1-(2-cyanoethyl)-N-((5-phenyl-1,3,4-thiadiazol-2-yl)methyl)-1H-1,2,3-triazole-4-carboxamide C(#N)CCN1N=NC(=C1)C(=O)NCC=1SC(=NN1)C1=CC=CC=C1